(6-(3-(2-(cyclopropanecarboxamido)imidazo[1,2-a]pyridin-5-yl)phenyl)-4-methylpyridin-2-yl)phosphonic acid C1(CC1)C(=O)NC=1N=C2N(C(=CC=C2)C=2C=C(C=CC2)C2=CC(=CC(=N2)P(O)(O)=O)C)C1